C(C)(C)(C)OC(=O)N1CC(OCC1)(C)C 2,2-dimethylmorpholine-4-carboxylic acid tert-butyl ester